methyl (S)-3-(8-chloro-6-(2-chlorophenyl)-1-((morpholinomethyl)thio)-4H-benzo[f][1,2,4]triazolo[4,3-a][1,4]diazepin-4-yl)propionate ClC=1C=CC2=C(C(=N[C@H](C=3N2C(=NN3)SCN3CCOCC3)CCC(=O)OC)C3=C(C=CC=C3)Cl)C1